C(#N)C=1C=CC(=NC1C1=C(C=CC=C1OC)F)NC1=NC=C(C(=C1)N1C[C@H](CCC1)NC(OC(C)(C)C)=O)C=1C=NN(C1)C1CCOCC1 tert-butyl N-[(3S)-1-[2-[[5-cyano-6-(2-fluoro-6-methoxy-phenyl)-2-pyridyl]amino]-5-(1-tetrahydropyran-4-ylpyrazol-4-yl)-4-pyridyl]-3-piperidyl]carbamate